2-amino-1-biphenyl-3-ylethanone hydrochloride Cl.NCC(=O)C=1C=C(C=CC1)C1=CC=CC=C1